6-nitro-3-(phenylacetamido)benzoic acid [N+](=O)([O-])C1=CC=C(C=C1C(=O)O)NC(CC1=CC=CC=C1)=O